C(CCCCCCCP(O)(=O)O)P(O)(=O)O 1,8-octanediphosphonic acid